N,N'-(5-Amino-3-iminopyridin-2,6(1H,3H)-diyliden)bis[6,7-dimethyl-2-(pyrrolidin-1-yl)pyrazolo[1,5-a]pyridin-3-amin] NC1=CC(C(NC1=NC=1C(=NN2C1C=CC(=C2C)C)N2CCCC2)=NC=2C(=NN1C2C=CC(=C1C)C)N1CCCC1)=N